ClC=1C=NC=C(C1[C@@H](C)OC1=CC=C2C(=N1)C(=NN2C2OCCCC2)C=2C=C(C(=NC2)C=2C(=NN(C2)CC(C)(O)C)C)F)Cl 1-(4-(5-(5-((R)-1-(3,5-dichloropyridin-4-yl)ethoxy)-1-(tetrahydro-2H-pyran-2-yl)-1H-pyrazolo[4,3-b]pyridin-3-yl)-3-fluoropyridin-2-yl)-3-methyl-1H-pyrazol-1-yl)-2-methyl-2-propanol